2,6-bis(benzyloxy)-3-Iodopyridine C(C1=CC=CC=C1)OC1=NC(=CC=C1I)OCC1=CC=CC=C1